(2R)-2-(2-(4-(3-((2-ethoxy-3,4-dioxocyclobut-1-en-1-yl)amino)propoxy)phenyl)-2-phenylacetamido)-N-(4-hydroxybenzyl)-5-((Z)-2-((2-propionamidoethyl)carbamoyl)guanidino)pentanamide C(C)OC1=C(C(C1=O)=O)NCCCOC1=CC=C(C=C1)C(C(=O)N[C@@H](C(=O)NCC1=CC=C(C=C1)O)CCCN\C(=N/C(NCCNC(CC)=O)=O)\N)C1=CC=CC=C1